BrC1=CC=CC=2C=3N(C(=NC12)Cl)N=C(N3)C=3C=NN(C3)CC3CC3 7-bromo-5-chloro-2-[1-(cyclopropyl-methyl)-1H-pyrazol-4-yl][1,2,4]triazolo[1,5-c]quinazoline